Cholest-6(5)-ene-3β,4β,25-triol CC(C)(CCC[C@@H](C)[C@H]1CC[C@H]2[C@@H]3CC=C4[C@H]([C@H](CC[C@]4(C)[C@H]3CC[C@]12C)O)O)O